4-{4-[1-(2,6-Dioxopiperidin-3-yl)-3-methyl-2-oxo-1,3-benzodiazol-5-yl]phenyl}piperidine-1-carboxylate O=C1NC(CCC1N1C(N(C2=C1C=CC(=C2)C2=CC=C(C=C2)C2CCN(CC2)C(=O)[O-])C)=O)=O